ClC=1C=C(C=C(C1)C1=CC=C(C=C1)F)OC=1C(N(C=CC1C(F)(F)F)CC1=NNC(N1C)=O)=O 3-((5-chloro-4'-fluoro-[1,1'-biphenyl]-3-yl)oxy)-1-((4-methyl-5-oxo-4,5-dihydro-1H-1,2,4-triazol-3-yl)methyl)-4-(trifluoromethyl)pyridin-2(1H)-one